ClC=1C=C(C=NC1)C=1SC(=C(N1)C)C=1C=CC(N(N1)CC=1C=NC=C(C1)F)=O 6-(2-(5-chloropyridin-3-yl)-4-methylthiazol-5-yl)-2-((5-fluoropyridin-3-yl)methyl)pyridazin-3(2H)-one